5-(6-(2-hydroxy-6-methyl-4-(trifluoromethyl)phenyl)-2H-pyrazolo[3,4-b]pyrazin-2-yl)-1-isopropylpiperidin-2-one OC1=C(C(=CC(=C1)C(F)(F)F)C)C=1C=NC=2C(N1)=NN(C2)C2CCC(N(C2)C(C)C)=O